isopropyl 2-((t-butoxycarbonyl) amino)-5-oxo-4-phenylhexanoate C(C)(C)(C)OC(=O)NC(C(=O)OC(C)C)CC(C(C)=O)C1=CC=CC=C1